FC=1C=C(CN2C(=NC3=C2C=CC=C3)C3CCN(CC3)C(=O)C3=C2C(=NC=C3)N(C=C2)C2=CC(=CC=C2)F)C=CC1 (4-(1-(3-fluorobenzyl)-1H-benzo[d]imidazol-2-yl)piperidin-1-yl)(1-(3-fluorophenyl)-1H-pyrrolo[2,3-b]pyridin-4-yl)methanone